CN1CC(C1)(C)[C@@](O)(C=1C=NC=C(C1)N1C[C@@H](OCC1)COC)C1=CC=C(C=C1)C(C)C (R)-(1,3-dimethyl-azetidin-3-yl)-(4-isopropyl-phenyl)-[5-((R)-2-methoxymethyl-morpholin-4-yl)-pyridin-3-yl]-methanol